(2S,4R)-4-fluoro-1-[1-(trifluoromethyl)cyclopropanecarbonyl]pyrrolidine-2-carboxylic acid benzyl ester C(C1=CC=CC=C1)OC(=O)[C@H]1N(C[C@@H](C1)F)C(=O)C1(CC1)C(F)(F)F